N-(6-(4-(1,1-dioxidothiomorpholin-2-yl)-1H-imidazol-1-yl)-5-fluoropyridin-3-yl)-2-(5-methyl-3-(trifluoromethyl)-1H-pyrazol-1-yl)acetamide O=S1(C(CNCC1)C=1N=CN(C1)C1=C(C=C(C=N1)NC(CN1N=C(C=C1C)C(F)(F)F)=O)F)=O